5-((2-cyclopropyl-6-ethyl-3,4-dihydroquinolin-1(2H)-yl)sulfonyl)-2-((1,5-dimethyl-1H-1,2,3-triazol-4-yl)methoxy)benzyl alcohol C1(CC1)C1N(C2=CC=C(C=C2CC1)CC)S(=O)(=O)C=1C=CC(=C(CO)C1)OCC=1N=NN(C1C)C